FC=1C=C(C(=O)NC)C=C(C1)OC1=CC=CC=C1 3-fluoro-N-methyl-5-phenoxybenzamide